2-[(7-amino-1-oxo-4-{9H-pyrido[3,4-b]indol-6-yl}-2,3-dihydro-1H-isoindol-2-yl)methyl]prop-2-enenitrile NC=1C=CC(=C2CN(C(C12)=O)CC(C#N)=C)C=1C=C2C3=C(NC2=CC1)C=NC=C3